2-amino-4,6-dihydroxypyrimidine NC1=NC(=CC(=N1)O)O